C(N)(=O)[C@@H]1C[C@@]2(CN1C(=O)OCCCC)C(NCC=1N2C=CN1)=O butyl (5R,5'S)-5'-carbamoyl-6-oxo-7,8-dihydro-6H-spiro[imidazo[1,2-a]pyrazine-5,3'-pyrrolidine]-1'-carboxylate